butyl-peroxycumene C(CCC)OOC1=C(C=CC=C1)C(C)C